BrC1=CC(=C2C=C(C(=NC2=C1)C)C(C(=O)OC)CCC#N)F Methyl 2-(7-bromo-5-fluoro-2-methylquinolin-3-yl)-4-cyanobutanoate